FC1=C(C(=C(C(=C1[B-](C1=C(C(=C(C(=C1F)F)F)F)F)(C1=C(C(=C(C(=C1F)F)F)F)F)C1=C(C(=C(C(=C1F)F)F)F)F)F)F)F)F.C[NH+](CCCCCCCCCCCCCCCCCC)CCCCCCCCCCCCCCCCCC methyl-bisoctadecylammonium tetrakis(pentafluorophenyl)borate